6-(2,5-Dichlorophenyl)-2-((4-(4-methylpiperazin-1-yl)phenyl)amino)-8,9-dihydroimidazo[1,2-a]pyrimido[5,4-e]pyrimidin-5(6H)-one ClC1=C(C=C(C=C1)Cl)N1C=2N(C3=C(C1=O)C=NC(=N3)NC3=CC=C(C=C3)N3CCN(CC3)C)CCN2